CC1(C2C(N(C(C12)=O)CC=1C=C2C(=NC=NN2C1)C=1C=C(C=C2C=CN(C12)C[C@@H]1CNCCO1)C(=O)O)=O)C 7-(6-((6,6-dimethyl-2,4-dioxo-3-azabicyclo[3.1.0]hexan-3-yl)methyl)pyrrolo[2,1-f][1,2,4]triazin-4-yl)-1-(((S)-morpholin-2-yl)methyl)-1H-indole-5-carboxylic acid